N-((6-(4,7-diazaspiro[2.5]octan-7-yl)pyridin-2-yl)methyl)-5-(3,4-difluorophenyl)-7H-pyrrolo[2,3-d]pyrimidin-4-amine C1CC12NCCN(C2)C2=CC=CC(=N2)CNC=2C1=C(N=CN2)NC=C1C1=CC(=C(C=C1)F)F